(2S,3S)-2-amino-3-methyl-N-(2-morpholinoethyl)-pentanamide monoedisylate S(=O)(=O)(O)CCS(=O)(=O)O.N[C@H](C(=O)NCCN1CCOCC1)[C@H](CC)C